N1C(NCC=2C1=NC=NC2)=O 3H,4H-pyrimido[4,5-d][1,3]diazin-2-one